((6R)-6-fluorohexahydro-1H-pyrrolizin-3-yl)methanol F[C@H]1CN2C(CCC2C1)CO